C(C)(C)(C)OC(=O)N(C1=CC(=NC(=C1)C)NC1=C(C(=C2C(=N1)CCO2)[C@@H]2CCN(CCC2)C(=O)OC(C)(C)C)F)C |r| tert-butyl rac-(4S)-4-[5-[[4-[tert-butoxycarbonyl(methyl)amino]-6-methyl-2-pyridyl] amino]-6-fluoro-2,3-dihydrofuro[3,2-b]pyridin-7-yl]azepane-1-carboxylate